N-(3-(cyclopentylsulfonyl)-4-methylphenyl)-2-fluoronicotinamide C1(CCCC1)S(=O)(=O)C=1C=C(C=CC1C)NC(C1=C(N=CC=C1)F)=O